ClC=1C=C(C=CC1F)C1=C(C=C2C(=NC(N3C2=C1SC[C@H](C3)OCCN(C)C)=O)N3C[C@@H](N[C@@H](C3)C)C)C(F)(F)F (S)-11-(3-chloro-4-fluorophenyl)-3-(2-(dimethylamino)ethoxy)-8-((3S,5R)-3,5-dimethylpiperazin-1-yl)-10-(trifluoromethyl)-3,4-dihydro-2H,6H-[1,4]thiazepino[2,3,4-ij]quinazolin-6-one